tert-butyl (5aR)-3-hydroxy-1-oxo-1,3,5a,6,8,9-hexahydroisobenzofuro[4,5-b]pyrazino[1,2-d][1,4]oxazine-7(5H)-carboxylate OC1OC(C=2C=CC3=C(OC[C@@H]4N3CCN(C4)C(=O)OC(C)(C)C)C12)=O